C1(=CC=CC=C1)C1=NC=2C(N=C1C1=CC=C(CN3CCC(CC3)C3=NC=C4N=CNC4=N3)C=C1)=CSC2 (1-[4-(3-phenylthieno[3,4-b]pyrazin-2-yl)benzyl]piperidin-4-yl)-9H-purine